ON1C=CC=C2C1=CCS2 4-hydroxythienopyridine